3-(5-(difluoromethyl)-1,3,4-thiadiazol-2-yl)-8-((3R,5S)-3-(methoxymethyl)-5-methylpiperazin-1-yl)-N-(3-methyloxetan-3-yl)imidazo[1,5-a]pyridine-6-sulfonamide FC(C1=NN=C(S1)C1=NC=C2N1C=C(C=C2N2C[C@@H](N[C@H](C2)C)COC)S(=O)(=O)NC2(COC2)C)F